(S)-3-(3-(3-(4-cyanophenyl)ureido)-4-((R)-1-ethoxy-2,2,2-trifluoroethyl)phenyl)pentanoic acid C(#N)C1=CC=C(C=C1)NC(NC=1C=C(C=CC1[C@H](C(F)(F)F)OCC)[C@H](CC(=O)O)CC)=O